FC1(CCC(CC1)[C@@H](C(=O)NC1=NC=C(C=C1)C1=C(C=NN1C)C)NC(=O)C=1C(=NOC1)CC)F (S)-N-(1-(4,4-difluorocyclohexyl)-2-((5-(1,4-dimethyl-1H-pyrazol-5-yl)pyridin-2-yl)amino)-2-oxoethyl)-3-ethylisoxazole-4-carboxamide